2-((S)-4-((R)-4-chloro-2'-(((S)-1-cyclopropylpyrrolidin-2-yl)methoxy)-2,3,5',8'-tetrahydro-6'H-spiro[indene-1,7'-quinazolin]-4'-yl)-1-(2-fluoroacryloyl)piperazin-2-yl)acetonitrile ClC1=C2CC[C@@]3(CCC=4C(=NC(=NC4C3)OC[C@H]3N(CCC3)C3CC3)N3C[C@@H](N(CC3)C(C(=C)F)=O)CC#N)C2=CC=C1